2,3-diethyl-4-(2-methylpropen-1-yl)-9H-indeno[2,1-b]pyridine C(C)C1=C(C(=C2C(=N1)CC=1C=CC=CC12)C=C(C)C)CC